gallic acid (gallate) C(C1=CC(O)=C(O)C(O)=C1)(=O)O.C(C1=CC(O)=C(O)C(O)=C1)(=O)O